CC=1C=C(C(=O)OC2=C(C(=CC(=C2)Cl)/C=N/C(C(C)C)O)O)C=CC1 (E)-5-chloro-2-hydroxy-3-((1-hydroxy-2-methylpropylimino)-methyl)phenyl 3-meth-ylbenzoate